O1CCN(CC1)C1=CC(=NC=2N1N=C(C2)CN)N2N=C(C=C2)C2=CC=CC=C2 (7-morpholino-5-(3-phenyl-1H-pyrazol-1-yl)pyrazolo[1,5-a]pyrimidin-2-yl)methanamine